2'-chloro-5'-methoxy-6-methyl-N-(5-(pyridin-4-ylmethyl)-4,5,6,7-tetrahydrothiazolo[5,4-c]pyridin-2-yl)-[4,4'-bipyridine]-3-carboxamide ClC1=NC=C(C(=C1)C1=C(C=NC(=C1)C)C(=O)NC=1SC=2CN(CCC2N1)CC1=CC=NC=C1)OC